C(C)(C)(C)N1N=C(C(=C1NC1=NC(=CC=C1)C(F)(F)F)C(=O)N)C1=CC=C(C=C1)NS(=O)(=O)CC1=CC=C(C=C1)Cl 1-tert-butyl-3-{4-[(4-chlorophenyl)methanesulfonamido]phenyl}-5-{[6-(trifluoromethyl)pyridin-2-yl]amino}-1H-pyrazole-4-carboxamide